2-(pyridin-2-yldisulfaneyl)ethyl-acrylamide N1=C(C=CC=C1)SSCCC(C(=O)N)=C